OB1OCC2=C1CN(CC2)C(=O)OC(C)(C)C tert-butyl 1-hydroxy-3,4,5,7-tetrahydro-[1,2]oxaborolo[3,4-c]pyridine-6(1H)-carboxylate